di-iso-propylaminosilane C(C)(C)N(C(C)C)[SiH3]